C(C)OC(=O)C1=NN(C=C1CC1=CC=CC=C1)C(F)(F)F 4-benzyl-1-(trifluoromethyl)pyrazole-3-carboxylic acid ethyl ester